CC=1C(=CC2=C(C=C(O2)CNC(OC(C)(C)C)=O)C1)C(NC1(CC1)C1=CC=CC2=CC=CC=C12)=O tert-Butyl ((5-methyl-6-((1-(naphthalen-1-yl)cyclopropyl)carbamoyl)benzofuran-2-yl)methyl)carbamate